C12C(C3CC(CC(C1)C3)C2)CC(=O)O 2-(adamantan-2-yl)acetic acid